ClCC1=CC(=CC(=C1)F)P(=O)(C)C 1-(chloromethyl)-3-(dimethylphosphoryl)-5-fluorobenzene